(4-(3-hydroxyoxetan-3-yl)phenyl)(4-(5-(trifluoromethyl)pyridin-2-yl)piperidin-1-yl)methanone OC1(COC1)C1=CC=C(C=C1)C(=O)N1CCC(CC1)C1=NC=C(C=C1)C(F)(F)F